(2-Oxo-3-triphenylphosphaniumylpropyl)-triphenylphosphanium O=C(C[P+](C1=CC=CC=C1)(C1=CC=CC=C1)C1=CC=CC=C1)C[P+](C1=CC=CC=C1)(C1=CC=CC=C1)C1=CC=CC=C1